5-bromo-6-iodo-2-methyl-indazole BrC1=CC2=CN(N=C2C=C1I)C